(1,4-dimethyl-1H-pyrazol-3-yl)carbamic acid tert-butyl ester C(C)(C)(C)OC(NC1=NN(C=C1C)C)=O